(R)-(5-(5-methylpyridin-2-yl)-1,3,4-oxadiazol-2-yl)(4-(pyrazolo[1,5-a]pyridin-2-yl)-6,7-dihydro-1H-imidazo[4,5-c]pyridin-5(4H)-yl)methanone CC=1C=CC(=NC1)C1=NN=C(O1)C(=O)N1[C@H](C2=C(CC1)NC=N2)C2=NN1C(C=CC=C1)=C2